CC1=CC=C(O1)CN (5-methylfuran-2-yl)methanamine